6-(1H-imidazol-1-yl)-5-methoxy-N-((1r,4r)-4-methoxycyclohexyl)pyridinecarboxamide N1(C=NC=C1)C1=C(C=CC(=N1)C(=O)NC1CCC(CC1)OC)OC